FC1CN(C1)CCOC=1C=CC(=C(C(=O)NC2(CC2)C2=CC=CC3=CC=CC=C23)C1)C 5-(2-(3-Fluoroazetidin-1-yl)ethoxy)-2-methyl-N-(1-(naphthalen-1-yl)cyclopropyl)benzamide